N-(6-(2,5-dimethylphenyl)imidazo[1,2-a]pyridin-2-yl)-2-fluorocyclopropane-1-carboxamide CC1=C(C=C(C=C1)C)C=1C=CC=2N(C1)C=C(N2)NC(=O)C2C(C2)F